[2-(2-methoxy-4-{1-phenyl-1H-pyrazolo[4,3-c]quinolin-3-yl}phenoxy)ethyl]dimethylamine COC1=C(OCCN(C)C)C=CC(=C1)C1=NN(C2=C1C=NC=1C=CC=CC21)C2=CC=CC=C2